O=C1C(C(C2=CC(=CC=C12)OC=1C=C2C(C(C(C2=CC1)=O)C(CC)=O)=O)=O)C(CC)=O 5-[(1,3-dioxo-2-propanoyl-2,3-dihydro-1H-inden-5-yl)oxy]-2-propanoyl-2,3-dihydro-1H-indene-1,3-dione